C(C)(C)(C)OC(NC1=NC(=CC(=C1)NC1=C(C=CC=C1)OC)C(=O)N1CCC2=CC=CC=C12)=O (6-(indoline-1-carbonyl)-4-((2-methoxyphenyl)amino)pyridin-2-yl)carbamic acid tert-butyl ester